C(C)(C)(C)C1=NC(=NO1)C(=O)NCC1=C(C=C(C=C1)C1=NC=NN2C1=CC(=C2)C2=CC=C(C=C2)CN2CCC(CC2)C2=CC=C(C=C2)OC2C(NC(CC2)=O)=O)C 5-tert-butyl-N-[[4-[6-[4-[[4-[4-[(2,6-dioxo-3-piperidyl)oxy]phenyl]-1-piperidyl]methyl]phenyl]pyrrolo[2,1-f][1,2,4]triazin-4-yl]-2-methyl-phenyl]methyl]-1,2,4-oxadiazole-3-carboxamide